N(=[N+]=[N-])C1=C(C(=C(C(=C1F)F)C=CC(C=CC1=C(C(=C(C(=C1F)F)N=[N+]=[N-])F)F)=O)F)F 1,5-bis(4-azido-2,3,5,6-tetrafluorophenyl)-1,4-pentadien-3-one